C(CCCCCCCCCCC)OC(C=1C(C(=O)OCCCCCCCCCCCC)=CC=CC1)=O.ClC1=CC=C(C=C1)C=1C=2C(=C(SC2N2C(=NN=C2[C@@H](N1)CC(=O)NCCOC1CCNCC1)C)C)C 2-[(9S)-7-(4-chlorophenyl)-4,5,13-trimethyl-3-thia-1,8,11,12-tetrazatricyclo[8.3.0.02,6]trideca-2(6),4,7,10,12-pentaen-9-yl]-N-[2-(4-piperidyloxy)ethyl]acetamide di(dodecyl)phthalate